(S)-6,8-bis(3,5-difluorophenyl)-3-(1-hydroxy-3-methylbut-2-yl)pyrido[3,4-d]pyrimidin-4(3H)-one FC=1C=C(C=C(C1)F)C1=CC2=C(N=CN(C2=O)[C@H](CO)C(C)C)C(=N1)C1=CC(=CC(=C1)F)F